(1R,2S)-5'-methoxy-2-(3-[[6-(1,4-oxazepan-4-yl)pyrimidin-4-yl]amino]-1H-indazol-6-yl)-1'H-spiro[cyclopropane-1,3'-indol]-2'-one COC=1C=C2[C@]3(C(NC2=CC1)=O)[C@@H](C3)C3=CC=C1C(=NNC1=C3)NC3=NC=NC(=C3)N3CCOCCC3